BrC1=CC(=C2C(=NC=NN21)N)CN2CC(CC2)(F)F 7-bromo-5-((3,3-difluoropyrrolidin-1-yl)methyl)pyrrolo[2,1-f][1,2,4]triazin-4-amine